5-methyl-5-phenylhexane-3-one CC(CC(CC)=O)(C)C1=CC=CC=C1